C1CCCC12CCN(CC2)C=2OC1=C(C=C(C=C1C(C2)=O)C)C(C)NC2=C(C(=O)O)C=CC=C2 2-[1-[2-(8-Azaspiro[4.5]decan-8-yl)-6-methyl-4-oxo-chromen-8-yl]ethylamino]benzoic acid